(S)-1'-(6-((3-chloro-2-(trifluoromethyl)pyridin-4-yl)thio)-1,2,4-triazin-3-yl)-1,3-dihydrospiro[indene-2,4'-piperidin]-1-amine ClC=1C(=NC=CC1SC1=CN=C(N=N1)N1CCC2(CC1)[C@@H](C1=CC=CC=C1C2)N)C(F)(F)F